C[C@@H]1N(CCN(C1)C)[C@H](C(=O)NC=1C=CC=C2C(=CNC12)C1=NC(=NC=C1C)NC1=C(C(=CC=C1)S(=O)(=O)C)F)C (S)-2-((S)-2,4-dimethylpiperazin-1-yl)-N-(3-(2-((2-fluoro-3-(methylsulfonyl)phenyl)amino)-5-methylpyrimidin-4-yl)-1H-indol-7-yl)propanamide